4-Nitrobenzyl (4S,5R,6S)-6-((R)-1-hydroxyethyl)-4-methyl-7-oxo-3-((E)-3-phenoxyprop-1-en-1-yl)-1-azabicyclo[3.2.0]hept-2-ene-2-carboxylate O[C@H](C)[C@@H]1[C@H]2[C@H](C(=C(N2C1=O)C(=O)OCC1=CC=C(C=C1)[N+](=O)[O-])\C=C\COC1=CC=CC=C1)C